[[2-[(2S,5R)-2-cyclopentyl-5-methyl-1-piperidyl]-2-oxo-acetyl]amino]-2-methoxy-pyridine-3-carboxamide C1(CCCC1)[C@H]1N(C[C@@H](CC1)C)C(C(=O)NC1=C(C(=NC=C1)OC)C(=O)N)=O